C(C)(=O)C1=NC=CC=2C3=CC=CC=C3NC12 1-acetyl-β-carboline